C(C)(C)(C)C=1C=C(NN1)NC(=O)NC1=CC=C(C=C1)N1C=NC2=C1C=CC(=C2)CCCCCC#C 1-(5-tert-butyl-2H-pyrazol-3-yl)-3-[4-(5-hept-6-ynyl-benzoimidazol-1-yl)-phenyl]-urea